methyl 2-[tert-butoxycarbonyl-(4-ethoxy-4-oxo-butyl)amino]-5-[3-[4-[3-(dimethylamino)prop-1-ynyl]-2-fluoro-phenoxy]propyl]thiazole-4-carboxylate C(C)(C)(C)OC(=O)N(C=1SC(=C(N1)C(=O)OC)CCCOC1=C(C=C(C=C1)C#CCN(C)C)F)CCCC(=O)OCC